tert-butyl (2-chloro-5-(2-ethyl-2H-tetrazol-5-yl)-4-fluorophenyl)carbamate ClC1=C(C=C(C(=C1)F)C=1N=NN(N1)CC)NC(OC(C)(C)C)=O